C1(CC1)C=1C(C2=C(C=CC(=C2C(C1CC1=NC=C(C=C1)F)=O)F)F)=O 2-cyclopropyl-5,8-difluoro-3-((5-fluoropyridin-2-yl)methyl)naphthalene-1,4-dione